C(#N)C=1C=NN2C1C(=CC(=C2)O)N2CC(C2)C(=O)OC methyl 1-(3-cyano-6-hydroxypyrazolo[1,5-a]pyridin-4-yl)azetidine-3-carboxylate